(R)-2-fluoro-N-(8-methylisoquinolin-1-yl)-N-(piperidin-3-yl)-4-((4-(pyridin-2-yl)pyrimidin-2-yl)amino)benzamide FC1=C(C(=O)N([C@H]2CNCCC2)C2=NC=CC3=CC=CC(=C23)C)C=CC(=C1)NC1=NC=CC(=N1)C1=NC=CC=C1